8-bromo-N-(1-methylcyclopropyl)-1,5-naphthyridin-2-amine BrC=1C=CN=C2C=CC(=NC12)NC1(CC1)C